3,5,7-triaza-1-azoniaadamantane chloride [Cl-].[NH+]12CN3CN(CN(C1)C3)C2